ClC1=C(C=CC=C1)N1C=2N(C3=C(C1=O)C=NC(=N3)NC3=CC=C(C=C3)OCCN(C)C)C=CN2 6-(2-chlorophenyl)-2-({4-[2-(dimethylamino)ethoxy]phenyl}amino)imidazo[1,2-a]pyrimido[5,4-e]pyrimidin-5(6H)-one